(4-chloro-3-(trifluoromethyl)phenyl)-5-phenylAzole-4-carboxylic acid ethyl ester C(C)OC(=O)C=1C=C(NC1C1=CC=CC=C1)C1=CC(=C(C=C1)Cl)C(F)(F)F